4-(((2S)-2-(((4-(aminomethyl)pyridin-2-yl)oxy)methyl)-4-cyclohexylpyrrolidin-1-yl)sulfonyl)thiomorpholine 1,1-dioxide 2,2,2-trifluoroacetate FC(C(=O)O)(F)F.NCC1=CC(=NC=C1)OC[C@H]1N(CC(C1)C1CCCCC1)S(=O)(=O)N1CCS(CC1)(=O)=O